5-chloro-2-({[(1,2-oxazol-5-yl)methyl]amino}methyl)-7,8-dihydro-6H-spiro[[1,3]oxazolo[5,4-f]quinazoline-9,1'-cyclohexan]-7-one ClC=1C=C2C(=C3C1NC(NC31CCCCC1)=O)OC(=N2)CNCC2=CC=NO2